NC1=NN2C(C=C(C=C2)C=2C=C(C(=NC2C)OC)C(=O)NCC2=NC=CC=C2OC2CCCC2)=N1 5-{2-amino-[1,2,4]triazolo[1,5-a]pyridin-7-yl}-N-{[3-(cyclopentyloxy)pyridin-2-yl]methyl}-2-methoxy-6-methylpyridine-3-carboxamide